C(OC1=C(N)C=CC=C1[N+](=O)[O-])([2H])([2H])[2H] 2-(Methoxy-d3)-3-nitroaniline